C(C=C)(=O)O.C(C=C)(=O)O.C(C=C)(=O)O.C1C(C)O1 propyleneoxide triacrylate